C1(CCCC1)N1C(=CC2=C1N=C(N=C2)NC2=NC=C(C=C2)N2CCC(CC2)N2CCN(CC2)CC2=CC(=C(C=C2)C2C(NC(CC2)=O)=O)F)C(=O)N(C)C 7-cyclopentyl-2-((5-(4-(4-(4-(2,6-dioxopiperidin-3-yl)-3-fluorobenzyl)piperazin-1-yl)piperidin-1-yl)pyridin-2-yl)amino)-N,N-dimethyl-7H-pyrrolo[2,3-d]pyrimidine-6-carboxamide